C1(=CC=CC=C1)S(=O)(=O)/C=C/CNC(=O)C=1C(NC=2CCN(CC2C1)C(=O)C1CC1)=O N-[(2E)-3-(benzenesulfonyl)prop-2-en-1-yl]-6-cyclopropanecarbonyl-2-oxo-1,2,5,6,7,8-hexahydro-1,6-naphthyridine-3-carboxamide